(3R)-6-Cyano-3,11-dimethyl-10-oxa-2,13,17,18,21-pentaazapentacyclo[13.5.2.18,11.04,9.018,22]tricosa-1(21),4,6,8,15(22),16,19-heptaen-14-one C(#N)C=1C=C2[C@H](NC=3C=CN4N=CC(C(NCC5(OC2=C(C1)C5)C)=O)=C4N3)C